FC(N1C2=C(C=3C=CC(=CC13)C=1C=C(C(=NC1)N1CCC3(CC3CN3CCN(CC3)C=3C=C4C(N(C(C4=CC3)=O)C3C(NC(CC3)=O)=O)=O)CC1)F)C=NC=C2)F 5-(4-((6-(5-(5-(difluoromethyl)-5H-pyrido[4,3-b]indol-7-yl)-3-fluoropyridin-2-yl)-6-azaspiro[2.5]octan-1-yl)methyl)piperazin-1-yl)-2-(2,6-dioxopiperidin-3-yl)isoindoline-1,3-dione